C1(=CC=CC=C1)S[N+]1=CC=CC=C1.[SiH3]OCC1=C(C=CC=C1)[N+](=O)[O-] o-nitrobenzyl silyl ether, phenylthiopyridinium salt